chloro-4-(4-((8-(difluoromethoxy)-2-methyl-3-oxo-3,4-dihydroquinoxalin-6-yl)methyl)piperazin-1-yl)benzonitrile ClC1=C(C#N)C=CC(=C1)N1CCN(CC1)CC=1C=C2NC(C(=NC2=C(C1)OC(F)F)C)=O